C(=O)=C1N=C2C=CC=CC2=C1 carbonylindol